2,4,6-tri-(4-imidazolylphenyl)-1,3,5-triazine N1C(=NC=C1)C1=CC=C(C=C1)C1=NC(=NC(=N1)C1=CC=C(C=C1)C=1NC=CN1)C1=CC=C(C=C1)C=1NC=CN1